ethyl 2-(cyanomethyl)-2-methyl-3-oxo-3-[2-[2-[4-(trifluoromethyl)anilino] pyridine-3-carbonyl]hydrazino]propanoate C(#N)CC(C(=O)OCC)(C(NNC(=O)C=1C(=NC=CC1)NC1=CC=C(C=C1)C(F)(F)F)=O)C